(S)-5-(6-Isopropoxypyridin-3-yl)-N-(7-(pyrrolidin-1-yl)-6,7,8,9-tetrahydro-5H-benzo[7]annulen-2-yl)-[1,2,4]triazolo[1,5-a]pyridin-2-amine C(C)(C)OC1=CC=C(C=N1)C1=CC=CC=2N1N=C(N2)NC=2C=CC1=C(CC[C@H](CC1)N1CCCC1)C2